(S)-10-((5-Chloro-2-(3-methoxy-3-methylazetidin-1-yl)pyrimidin-4-yl)amino)-2-cyclopropyl-3,3-difluoro-7-methyl-1,2,3,4-tetrahydro-[1,4]oxazepino[2,3-c]chinolin-6(7H)-on ClC=1C(=NC(=NC1)N1CC(C1)(C)OC)NC1=CC=2C3=C(C(N(C2C=C1)C)=O)OCC([C@@H](N3)C3CC3)(F)F